2-((4-(4-Amino-6-ethynyl-5-(quinolin-3-yl)-7H-pyrrolo[2,3-d]pyrimidin-7-yl)bicyclo-[2.2.1]heptane-1-yl)carbamoyl)pyridine 1-oxide NC=1C2=C(N=CN1)N(C(=C2C=2C=NC1=CC=CC=C1C2)C#C)C21CCC(CC2)(C1)NC(=O)C1=[N+](C=CC=C1)[O-]